CC12CCC(NC2=CCC2C1C(CC1(C(CCC12)C1(OCCO1)C)C)C)=O 4a,5,6a-trimethyl-7-(2-methyl-1,3-dioxolan-2-yl)-4,4a,4b,5,6,6a,7,8,9,9a,9b,10-dodecahydro-1H-indeno[5,4-f]quinolin-2(3H)-one